C(CCC)[N+](C)(C)C monobutyl-trimethyl-ammonium